O1C(=CC=C1)C1=NN2C(N=C(C=C2)NCC2=NC=CC=C2C)=C1C(=O)N 2-(2-Furyl)-5-[(3-methyl-2-pyridyl)methylamino]pyrazolo[1,5-a]pyrimidine-3-carboxamide